(S)-2-((2-((S)-4-(Difluoromethyl)-2-oxooxazolidin-3-yl)-8-methoxy-5,6-dihydrobenzo[f]imidazo[1,2-d][1,4]oxazepin-9-yl)amino)propionamide FC([C@H]1N(C(OC1)=O)C=1N=C2N(CCOC3=C2C=CC(=C3OC)N[C@H](C(=O)N)C)C1)F